C[C@@H]1N(C2=CC=CC=C2[C@@H](C1)NC1=CC=C(C=C1)NC(CCCC(=O)NC1=CC=C(C=C1)C1=NCC=2N(C3=C1C(=C(S3)C)C)C(=NN2)C)=O)C(CC)=O |o1:1,9| N1-(4-(((2S*,4R*)-2-Methyl-1-propionyl-1,2,3,4-tetrahydroquinolin-4-yl)amino)phenyl)-N5-(4-(2,3,9-trimethyl-6H-thieno[3,2-f][1,2,4]triazolo[4,3-a][1,4]diazepin-4-yl)phenyl)glutaramide